ClC1=CC(=C(C=2CCOC21)C=C)I 7-chloro-5-iodo-4-vinyl-2,3-dihydrobenzofuran